N1=CC(=CC=C1)C=1C=NC(=NC1)NC(C(=O)O)CCCCCCCC1=NC=2NCCCC2C=C1 2-((5-(pyridin-3-yl)pyrimidin-2-yl)amino)-9-(5,6,7,8-tetrahydro-1,8-naphthyridin-2-yl)nonanoic acid